5,7-dibutyl-norbornene C(CCC)C1C2C=CC(C1)C2CCCC